di(butyl)di(n-octyl)tin (IV) C(CCC)[Sn](CCCCCCCC)(CCCCCCCC)CCCC